NCCCOC1=CC=C(CC2=CN=C3C(=NC(=NN32)OCCCC)N)C=C1 7-(4-(3-aminopropoxy)benzyl)-2-butoxyimidazo[2,1-f][1,2,4]triazin-4-amine